6-((2-Chloroacetamido)methyl)-2-methyl-N-((6-methyl-4-(methylthio)-2-oxo-1,2-dihydropyridin-3-yl)methyl)-1-(pentan-3-yl)-1H-indole-3-carboxamide ClCC(=O)NCC1=CC=C2C(=C(N(C2=C1)C(CC)CC)C)C(=O)NCC=1C(NC(=CC1SC)C)=O